N(N)C(=O)C1=CC=CC(=N1)NC(OCC1=CC=CC=C1)=O Benzyl (6-(hydrazinecarbonyl)pyridin-2-yl)carbamate